C(CS(=O)(=O)O)O The molecule is an alkanesulfonic acid in which the sulfo group is directly linked to a 2-hydroxyethyl group. It has a role as a human metabolite. It is a conjugate acid of an isethionate.